C(#N)C=1C(=CC=2OC[C@H]3N(C2N1)CC3)\N=C/N(C)C (S,Z)-N'-(2-cyano-6,6a,7,8-tetrahydroazeto[1,2-d]pyrido[3,2-b][1,4]oxazin-3-yl)-N,N-dimethylformimidamide